methyl 4-((2R,3S,4S,5R)-3-(3,4-difluoro-2-(2-(1-methyl-1H-imidazol-4-yl)ethoxy)phenyl)-4,5-dimethyl-5-(trifluoromethyl)tetrahydrofuran-2-carboxamido)picolinate FC=1C(=C(C=CC1F)[C@H]1[C@@H](O[C@]([C@H]1C)(C(F)(F)F)C)C(=O)NC1=CC(=NC=C1)C(=O)OC)OCCC=1N=CN(C1)C